ClC1=C(C=C(C=C1)NC(C1=CC=C(C(=O)NC=2C=NC=CC2)C=C1)=O)C1=NC=CC=C1 N1-(4-chloro-3-(pyridin-2-yl)phenyl)-N4-(pyridin-3-yl)terephthalamide